N-{(1S,2R)-2-[(2'-cyano-2,4'-difluorobiphenyl-4-yl)oxy]cyclohexyl}propane-2-sulfonamide C(#N)C1=C(C=CC(=C1)F)C1=C(C=C(C=C1)O[C@H]1[C@H](CCCC1)NS(=O)(=O)C(C)C)F